C(#N)CCNS(=O)(=O)C1=CC=C(C(=O)NC=2SC3=C(N2)C=CC(=C3)CN3CCN(CC3)CC)C=C1 4-[N-(2-cyanoethyl)sulfamoyl]-N-[6-(4-ethylpiperazinylmethyl)benzothiazol-2-yl]Benzamide